N2,N7-dicyclohexyl-9,9-dimethyl-9H-fluorene-2,7-diamine C1(CCCCC1)NC1=CC=2C(C3=CC(=CC=C3C2C=C1)NC1CCCCC1)(C)C